1-{2-[4-(3-aminopropyl)piperazin-1-yl]ethyl}-6-chloro-3-[3-(4-chloro-3,5-dimethylphenoxy)propyl]-1H-indole-2-carboxylic acid hydrochloride Cl.NCCCN1CCN(CC1)CCN1C(=C(C2=CC=C(C=C12)Cl)CCCOC1=CC(=C(C(=C1)C)Cl)C)C(=O)O